11-(2-methoxyethyl)-1,12-dihydro-14H-pyrano[3',4':6,7]indolizino[1,2-b]quinoline-3,14(4H)-dione COCCC1=C2C(=NC=3C=CC=CC13)C1=CC3=C(C(N1C2)=O)COC(C3)=O